3-(1-oxo-5-(((1S,2R)-2-((pyridin-3-ylmethyl)amino)cyclopentyl)oxy)isoindolin-2-yl)piperidine-2,6-dione O=C1N(CC2=CC(=CC=C12)O[C@@H]1[C@@H](CCC1)NCC=1C=NC=CC1)C1C(NC(CC1)=O)=O